[Si](C)(C)(C(C)(C)C)OCC=1C(=NNC1)N [(tert-butyldimethylsilyl)oxy]methylpyrazol-3-amine